CC1CN(CCC1)C1=NC(=NC=C1)C1=CN=C2N1C=C(N=C2)C(=O)N 3-(4-(3-Methylpiperidin-1-yl)pyrimidin-2-yl)imidazo[1,2-a]pyrazine-6-carboxamide